ClC1=C(C=CC=C1)C1=C(NC2=CC=C(C=C12)F)C(=O)NC[C@H]1N(CC(C1)(O)CN(CC1=CC=CC=C1)CC1=CC=CC=C1)C(=O)OC(C)(C)C tert-butyl (2S)-2-((3-(2-chlorophenyl)-5-fluoro-1H-indole-2-carboxamido)methyl)-4-((dibenzylamino)methyl)-4-hydroxypyrrolidine-1-carboxylate